CC(COC)OCC(OCC(OCC(=C)C1=CC(=CC=C1)C(COC(COC(COC(COC)C)C)C)=C)C)C 1,3-bis(4,7,10-trimethyl-2,5,8,11-tetraoxatetradec-13-en-13-yl)benzene